C(CCCCC)C(CCCCCCCC)OC(CCCCCOCC(C(=O)N(CCCCCCCC)CCOCCOCCOCCOCCO)OCCCCCC(=O)OC(CCCCCCCC)CCCCCC)=O 1-hexylnonyl-6-[2-[6-(1-hexylnonoxy)-6-oxo-hexoxy]-3-[2-[2-[2-[2-(2-hydroxyethoxy)ethoxy]ethoxy]ethoxy]ethyl-octyl-amino]-3-oxo-propoxy]hexanoate